NCCOCCOCCOCCNC1=C2C(N(C(C2=CC=C1)=O)C1C(NC(CC1)=O)=O)=O 4-[2-[2-[2-(2-aminoethoxy)ethoxy]ethoxy]ethylamino]-2-(2,6-dioxo-3-piperidyl)isoindoline-1,3-dione